O1[C@@H](CCC1)C1=CC=C(N)C=C1 (S)-4-(tetrahydrofuran-2-yl)aniline